5-(3-Chloro-2-fluoro-6-(1H-tetrazol-1-yl)phenyl)-2-(1-(4-(4-((methoxycarbonyl)amino)phenyl)-1H-pyrazol-1-yl)-2-((1S*,2R*)-2-(piperidine-1-carbonyl)cyclopropyl)ethyl)pyridine 1-oxide ClC=1C(=C(C(=CC1)N1N=NN=C1)C=1C=CC(=[N+](C1)[O-])C(C[C@H]1[C@@H](C1)C(=O)N1CCCCC1)N1N=CC(=C1)C1=CC=C(C=C1)NC(=O)OC)F |o1:21,22|